3-(4-methoxyquinazolin-6-yl)-N-(2-(4-methylpiperazin-1-yl)pyridin-4-yl)-1H-pyrrolo[2,3-b]pyridin-5-amine COC1=NC=NC2=CC=C(C=C12)C1=CNC2=NC=C(C=C21)NC2=CC(=NC=C2)N2CCN(CC2)C